C(CC[C@@H](C)[C@H]1CC[C@H]2[C@@H]3CC[C@H]4CCCC[C@]4(C)[C@H]3CC[C@]12C)(=O)O 5a-cholanic acid